C(#N)C1CN(C1)S(=O)(=O)N1C[C@H](CCC1)C(=O)N1[C@H](CCC1)C(=O)NCC1=C(C=CC(=C1)F)F 1-(((3S)-1-((3-cyano-1-azetidinyl)sulfonyl)-3-piperidinyl)carbonyl)-N-(2,5-difluorobenzyl)-D-prolinamide